2-fluoro-6-(4-hydroxy-3-methoxyanilino)-9-(oxetan-2-yl)-9H-purine FC1=NC(=C2N=CN(C2=N1)C1OCC1)NC1=CC(=C(C=C1)O)OC